tert-butyl (S)-3-(2,3-dichloro-6-fluorophenyl)-3-(7,8-difluoro-3-methyl-4-oxo-3,4-dihydro-6-quinazolinylamino)-1-pyrrolidinecarboxylate ClC1=C(C(=CC=C1Cl)F)[C@@]1(CN(CC1)C(=O)OC(C)(C)C)NC=1C=C2C(N(C=NC2=C(C1F)F)C)=O